C1(=C2N(C=N1)CCC2)C(C(=O)NC=2SC=CN2)N2C(C1=CC(=CC(=C1C2)F)C2=CC=C(C=C2)OC2CCNCC2)=O 2-(6,7-dihydro-5H-pyrrolo[1,2-c]imidazol-1-yl)-2-[4-fluoro-1-oxo-6-[4-(4-piperidinyloxy)phenyl]isoindolin-2-yl]-N-thiazol-2-yl-acetamide